ClC1=CC=2C(=NSC2N2CCN(CC2)C(C=C)=O)C(=C1C1=CC(=CC2=CC=CC=C12)O)F 1-(4-(5-chloro-7-fluoro-6-(3-hydroxynaphthalen-1-yl)benzo[c]isothiazol-3-yl)piperazin-1-yl)prop-2-en-1-one